BrCC(=O)C1=CC=C(C=C1)O 2-bromo-1-(4-hydroxyphenyl)-ethanone